(E)-N-(4-(3-(4-(3-amino-6-methylisoxazolo[5,4-b]pyridin-4-yl)phenyl)ureido)-2-fluorophenyl)but-2-enamide NC1=NOC2=NC(=CC(=C21)C2=CC=C(C=C2)NC(NC2=CC(=C(C=C2)NC(\C=C\C)=O)F)=O)C